C(C)OC(CCCC1=NC2=C(N1C)C=CC(=C2)N(CCCl)CCCl)=O 4-{5-[bis-(2-chloro-ethyl)-amino]-1-methyl-1H-benzimidazole-2-yl}-butyric acid ethyl ester